C(C)(C)(C)OC(NCC=1C(=C2N=CC=NC2=C(C1)C1=CC=C(C=C1)OC(F)(F)F)[C@H](CO)O)=O (R)-((5-(1,2-dihydroxyethyl)-8-(4-(trifluoromethoxy)phenyl)quinoxalin-6-yl)methyl)carbamic acid tert-butyl ester